CC1=NC(=CC=C1N1CCN(CC1)CC=1C=C2NC(C=3N(C2=C(C1)F)N=CC3)=O)C(NC3CC3)=O 7-((4-(2-methyl-6-(cyclopropylcarbamoyl)pyridin-3-yl)piperazin-1-yl)methyl)-9-fluoropyrazolo[1,5-a]quinoxalin-4(5H)-one